1-(7-methoxy-1-(3-methoxypropyl)indol-4-yl)-3-methylbutan-2-amine COC=1C=CC(=C2C=CN(C12)CCCOC)CC(C(C)C)N